C(C)(C)(C)OC(NCC1=CN=C(O1)C=1N(N=C(C1OCC1=CC=CC=C1)C)CC)=O N-[[2-(4-benzyloxy-2-ethyl-5-methyl-pyrazol-3-yl)oxazol-5-yl]methyl]carbamic acid tert-butyl ester